N-(4-(2-(((3R)-1-(2-(2,6-dioxopiperidin-3-yl)-1,3-dioxoisoindolin-5-yl)pyrrolidin-3-yl)oxy)pyrimidin-5-yl)phenyl)-N-((1r,4R)-4-(quinazolin-2-ylamino)cyclohexyl)acetamide O=C1NC(CCC1N1C(C2=CC=C(C=C2C1=O)N1C[C@@H](CC1)OC1=NC=C(C=N1)C1=CC=C(C=C1)N(C(C)=O)C1CCC(CC1)NC1=NC2=CC=CC=C2C=N1)=O)=O